F[C@H]1C[C@H](N2N=C(N=C21)C2=NN(C=C2)C)C2=CC=CC=C2 (5s,7s)-7-fluoro-2-(1-methylpyrazol-3-yl)-5-phenyl-6,7-dihydro-5H-pyrrolo[1,2-b][1,2,4]triazole